C(C)(C)(C)OC(=O)N1CCNCCC1.N1[C@@H](CCC1)C(=O)N([S@](=O)C=1C=C(C=CC1)NC(=O)C1=C(N=NC(=C1C)C(F)(F)F)OC=1C(=NC(=CC1)F)C)C N-(3-((R)-N-(L-prolyl)-S-methylamino-sulfinyl)phenyl)-3-((6-fluoro-2-methylpyridin-3-yl)oxy)-5-methyl-6-(trifluoromethyl)pyridazine-4-carboxamide tert-butyl-1,4-diazepane-1-carboxylate